ethyl 1-((3-hydroxy-5-(naphthalen-2-yl)picolinamido)methyl)cyclopropane-1-carboxylate OC=1C(=NC=C(C1)C1=CC2=CC=CC=C2C=C1)C(=O)NCC1(CC1)C(=O)OCC